5-(trifluoromethyl)-3,4-dihydropyrimidin-4-one FC(C=1C(NC=NC1)=O)(F)F